NC1=C(C=NC(=C1F)Cl)C(=O)O 4-amino-6-chloro-5-fluoro-pyridine-3-carboxylic acid